OC1=C(C(/C=C/C2=CC=CC=C2)=O)C=CC(=C1)C\C=C(/C)\CCC=C(C)C 2'-Hydroxy-4'-geranylchalcone